[Cl-].C(CCC)[N+]1=C(C=CC=C1)CCCC 1,2-Dibutylpyridinium chloride